Cl.N[C@H](C(=O)OCC(F)(F)F)CC1=CC(=CC=C1)OC 2,2,2-Trifluoroethyl (S)-2-amino-3-(3-methoxyphenyl)propanoate hydrochloride